C(C)(=O)NC([C@@H](N)CS)=O N-acetyl-cysteinamide